C(#N)C1=CC=C(C=C1)[C@@H]1N(C[C@H](CC1)C)C(C(=O)NC=1C=C(C=NC1)C(=O)N)=O |r| rac-5-{2-[(2R,5S)-2-(4-Cyanophenyl)-5-methylpiperidin-1-Yl]-2-oxoacetamido}Pyridine-3-carboxamide